(2S)-2-Amino-6-{3-[2-(2-{2-[(1-hydroxy-6-oxopyridin-2-yl)formamido]ethoxy}ethoxy)ethoxy]propanamido}hexanoic acid N[C@H](C(=O)O)CCCCNC(CCOCCOCCOCCNC(=O)C=1N(C(C=CC1)=O)O)=O